(2-Bromo-4-chloro-3-fluorophenyl)(methyl)sulfane BrC1=C(C=CC(=C1F)Cl)SC